[N+](=O)([O-])C=1C=C(C=C(C1)[N+](=O)[O-])N1CCN(CC1)C 1-(3,5-dinitrophenyl)-4-methylpiperazine